N1=CN=C2C=3C(CC(=CC13)C=O)=NC=N2 pyrimido[4,5,6-de]quinazoline-8-carbaldehyde